NC1=CC=C(C(=C1C(=O)N(C)C)F)C=1C(=C2C(=NC1)NC[C@@]21C[C@@H](CC1)N1N=C(N=C1)N)Cl 6-Amino-3-((1S,3R)-3-(3-amino-1H-1,2,4-triazol-1-yl)-4'-chloro-1',2'-dihydrospiro[cyclopentane-1,3'-pyrrolo[2,3-b]pyridin]-5'-yl)-2-fluoro-N,N-dimethylbenzamide